OC(C)C1=CC=C(C=C1)NC=1C=C2C3=C(C=NC2=CC1)C(C1=C3C=NC(=N1)C(F)(F)F)=O 2-((4-(1-hydroxyethyl)phenyl)amino)-9-(trifluoromethyl)-7H-pyrimido[5',4':3,4]cyclopenta[1,2-c]quinolin-7-one